FC1=C(C(=C(C(=C1[B-](C1=C(C(=C(C(=C1F)F)F)F)F)(C1=C(C(=C(C(=C1F)F)F)F)F)C1=C(C(=C(C(=C1F)F)F)F)F)F)F)F)F.C(C)(C)[NH2+]C(C)C diisopropylammonium tetrakis(pentafluorophenyl)borate